OC=1C(NC(NC1CCC)=S)=O 5-hydroxy-6-n-propyl-2-thiouracil